methyl (S)-3-(3-cyclopropyl-5-(3,5-dimethyl-1H-pyrazol-1-yl)phenyl)-4-(6-((5,6,7,8-tetrahydro-1,8-naphthyridin-2-yl)methyl)-2,6-diazaspiro[3.4]octan-2-yl)butanoate C1(CC1)C=1C=C(C=C(C1)N1N=C(C=C1C)C)[C@H](CC(=O)OC)CN1CC2(C1)CN(CC2)CC2=NC=1NCCCC1C=C2